(2S,5S)-2-(1-(4-bromophenyl)-3-(4-fluorophenyl)-1H-pyrazol-4-yl)-3-(4-ethoxyphenethyl)-5-methyloxazolidin-4-one BrC1=CC=C(C=C1)N1N=C(C(=C1)[C@@H]1O[C@H](C(N1CCC1=CC=C(C=C1)OCC)=O)C)C1=CC=C(C=C1)F